S(N)(=O)(=O)C=1C=C(C=CC1)NC(=O)C=1C=NC2=CC=CC=C2C1 N-(3-sulfamoylphenyl)quinoline-3-carboxamide